COC1=NN(C=C1C(=O)NC1=NC(=CC=C1)C1=CN=C2N1[C@H](CC2)C)CC2=CC=C(C=C2)OC (S)-3-methoxy-1-(4-methoxybenzyl)-N-(6-(5-methyl-6,7-dihydro-5H-pyrrolo[1,2-a]imidazol-3-yl)pyridin-2-yl)-1H-pyrazole-4-carboxamide